BrC=1C=C(C=NC1)[C@]1(NC(O[C@@H]1C1=CC=CC=C1)=O)C |r| (±)-(4R,5R)-4-(5-Bromopyridin-3-yl)-4-methyl-5-phenyloxazolidin-2-one